(4-(2-(3,4-dihydroxy-5-methoxyphenyl)-1H-benzo[d]imidazol-5-yl)piperazin-1-yl)(2,4-dimethylphenyl)methanone OC=1C=C(C=C(C1O)OC)C1=NC2=C(N1)C=CC(=C2)N2CCN(CC2)C(=O)C2=C(C=C(C=C2)C)C